N1=CC=C(C2=CC=CC=C12)C=1C=NN2C1N=CC(=C2)C2=CC=C(C=C2)N2CCN(CC2)CC2=CC=C(C=C2)C2C(NC(CC2)=O)=O 3-(4-((4-(4-(3-(quinolin-4-yl)pyrazolo[1,5-a]pyrimidin-6-yl)phenyl)piperazin-1-yl)methyl)phenyl)piperidine-2,6-dione